3-[2-[(E,3R)-5-[1-(Benzenesulfonyl)-2,3-dihydroindol-4-yl]-3-hydroxypent-4-enoxy]phenyl]propanoic acid C1(=CC=CC=C1)S(=O)(=O)N1CCC2=C(C=CC=C12)/C=C/[C@@H](CCOC1=C(C=CC=C1)CCC(=O)O)O